p-hydroxyphthalic anhydride OC=1C=C2C(C(=O)OC2=O)=CC1